COC(=O)C=1C(=CC=CC1)C1=CC(=CC(=C1)NC(CCC1=NC=CC=C1)=O)C 3'-methyl-5'-(N-(pyridin-2-ylmethyl)acetylamino)-[1,1'-biphenyl]-2-carboxylic acid methyl ester